[2-fluoro-5-(1-methylpyrazol-4-yl)phenyl]methanone FC1=C(C=C(C=C1)C=1C=NN(C1)C)C=O